[1-(S)-(phenylthiazol-2-yl)-2-(4-sulfoaminophenyl) ethyl]-tert-butyl carbamate C(N)(OC(C[C@H](CC1=CC=C(C=C1)NS(=O)(=O)O)C=1SC=C(N1)C1=CC=CC=C1)(C)C)=O